N-(4-Chloro-3-cyano-1H-indol-7-yl)-1-(3-hydroxy-1,3-dimethylbutyl)pyrazol-4-sulfonamid ClC1=C2C(=CNC2=C(C=C1)NS(=O)(=O)C=1C=NN(C1)C(CC(C)(C)O)C)C#N